7-hydroxy-N-(3-(1-isobutyl-1H-pyrazolo[4,3-c]pyridin-6-yl)-1H-pyrazol-4-yl)-7-(trifluoromethyl)-4-azaspiro[2.5]octane-4-carboxamide OC1(CCN(C2(CC2)C1)C(=O)NC=1C(=NNC1)C1=CC2=C(C=N1)C=NN2CC(C)C)C(F)(F)F